(4-bromo-2-methyl-1,3-benzodioxol-2-yl)-5-chloropyridine BrC1=CC=CC=2OC(OC21)(C)C2=NC=C(C=C2)Cl